9,9',9'',9'''-(4-(6-methylpyridin-2-yl)-6-(pyridin-4-yl)benzene-1,2,3,5-tetrayl)tetrakis(3-(tert-butyl)-9H-carbazole) CC1=CC=CC(=N1)C1=C(C(=C(C(=C1N1C2=CC=CC=C2C=2C=C(C=CC12)C(C)(C)C)C1=CC=NC=C1)N1C2=CC=CC=C2C=2C=C(C=CC12)C(C)(C)C)N1C2=CC=CC=C2C=2C=C(C=CC12)C(C)(C)C)N1C2=CC=CC=C2C=2C=C(C=CC12)C(C)(C)C